butyl phenyl(4-(2,2,2-trifluoroethoxy)-1,2,5-oxadiazole-3-carbonyl)carbamate C1(=CC=CC=C1)N(C(OCCCC)=O)C(=O)C1=NON=C1OCC(F)(F)F